4-(7-fluoro-3-((1-(methylthio)-3-(1,5-naphthyridin-4-yl)-3-oxo-prop-1-en-1-yl)amino)-5H-pyrrolo[2,3-b]pyrazin-5-yl)piperidine-1-carboxylic acid tert-butyl ester C(C)(C)(C)OC(=O)N1CCC(CC1)N1C=C(C=2C1=NC(=CN2)NC(=CC(=O)C2=CC=NC1=CC=CN=C21)SC)F